nickel-zinc cyanide [C-]#N.[Zn+2].[Ni+2].[C-]#N.[C-]#N.[C-]#N